COC1=CC(=CC2=C1OC(CO2)C=2C=NC(=CC2)OC)CN/C(=C/[N+](=O)[O-])/SC (Z)-N-((8-methoxy-2-(6-methoxypyridin-3-yl)-2,3-dihydrobenzo[b][1,4]dioxin-6-yl)methyl)-1-(methylthio)-2-nitroethen-1-amine